C(\C=C\C(=O)O)(=O)O.ClC1=CC=C(C=C1)NC([C@H](C)C1CCC(CC1)C1=CC=NC2=CC=C(C=C12)F)=O (R)-N-(4-chlorophenyl)-2-((1S,4S)-4-(6-fluoroquinolin-4-yl)cyclohexyl)propionamide fumarate